(R)-4-((4-(7-((1-methylpiperidin-4-yl)amino)-3-(2,2,2-trifluoroethyl)benzo[b]thiophen-2-yl)but-3-yn-2-yl)amino)benzenesulfonamide CN1CCC(CC1)NC1=CC=CC2=C1SC(=C2CC(F)(F)F)C#C[C@@H](C)NC2=CC=C(C=C2)S(=O)(=O)N